5-chloro-8-iodo-N-((1R,4R)-4-methoxycyclohexyl)pyrido[4,3-d]pyrimidin-2-amine ClC1=NC=C(C=2N=C(N=CC21)NC2CCC(CC2)OC)I